BrC=1C=C2C(=CC1)C(N(CC21C(C1)(F)F)CC(=O)NC1=NC=C(C=N1)F)=O 2-[6-bromo-1',1'-difluoro-1-oxospiro[3H-isoquinoline-4,2'-cyclopropane]-2-yl]-N-(5-fluoropyrimidin-2-yl)acetamide